1-(2-([2,2'-bipyridin]-5-yloxy)ethyl)pyrrolidin-2-one N1=C(C=CC(=C1)OCCN1C(CCC1)=O)C1=NC=CC=C1